C(=C)[Si](OCCOC)(OCCOC)OCCOC Vinyl-tris(beta-methoxyethoxy)silane